C[C@@H]1N(CCC1)C(=O)O[C@H]1C[C@H](CC1)C1=CC(=NN1)NC(CC1=CC(=NO1)C)=O (1R,3S)-3-(3-{[(3-methyl-1,2-oxazol-5-yl)acetyl]amino}-1H-pyrazol-5-yl)cyclopentyl (2S)-2-methylpyrrolidine-1-carboxylate